dibutanol carbonate C(O)(O)=O.C(CCC)O.C(CCC)O